N(CCC(=O)[O-])CCC(=O)[O-].NCCS(=O)(=O)O.[Na+].[Na+] disodium taurate iminodipropionate